C(#N)C1=CC=C(CN2N=CC(=C2)CN2C3=C(C(=C(C2=O)O)C(=O)O)SC=C3)C=C1 4-{[1-(4-cyanobenzyl)-1H-pyrazol-4-yl]methyl}-6-hydroxy-5-oxo-4,5-dihydrothieno[3,2-b]pyridine-7-carboxylic acid